FC=1C=CC(=C2C=C(N(C12)C)C)B1OC(C(O1)(C)C)(C)C 7-fluoro-1,2-dimethyl-4-(4,4,5,5-tetramethyl-1,3,2-dioxaborolan-2-yl)-1H-indole